OC1=CC=C(C=C1)C1(N(C(C2=CC=CC=C12)=O)C1=CC=CC=C1)C1=CC=C(C=C1)O 2,3-dihydro-3,3-bis(4-hydroxyphenyl)-2-phenyl-1H-isoindol-1-one